(2R,3S,4R,5R)-5-(6-amino-2-chloro-9H-purin-9-yl)-3,4-dihydroxy-2-(hydroxymethyl)tetrahydrofuran-3-carbonitrile NC1=C2N=CN(C2=NC(=N1)Cl)[C@H]1[C@@H]([C@]([C@H](O1)CO)(C#N)O)O